C(C)(C)(C)OC(NC1=C(C(=C(C(=C1)Br)I)C)F)=O (5-Bromo-2-fluoro-4-iodo-3-methylphenyl)carbamic acid tert-butyl ester